3-(2-methoxy-4,6-dimethyl-phenyl)-7-(1-methyl-3-piperidyl)thieno[3,2-c]pyridazine COC1=C(C(=CC(=C1)C)C)C1=CC2=C(N=N1)C(=CS2)C2CN(CCC2)C